C(C)C(CCC(=O)O)(C(C)C)C 4-Ethyl-4,5-dimethylhexanoic acid